CNCCC[C@@H](O)C=1C=NC=CC1 (R)-4-(methylamino)-1-(pyridin-3-yl)-1-butanol